C1(CCC1)OC=1C(=CC=2C(N1)=NN(C2)C21COC(C2)(C1)COC)C(=O)NC=1C(N(C=CC1)[C@H]1[C@@H](C1)F)=O 6-cyclobutoxy-N-(1-((1r,2r)-2-fluorocyclopropyl)-2-oxo-1,2-dihydropyridin-3-yl)-2-(1-(methoxymethyl)-2-oxabicyclo[2.1.1]hex-4-yl)-2H-pyrazolo[3,4-b]pyridine-5-carboxamide